O=C1C=C(C(=CN1)C(=O)NC=1C=C(C(=CC1N1C[C@@H](N([C@@H](C1)C)C)C)F)C1=CC(=C(C(=C1)F)C(N(C1COC1)C)=O)F)C(F)(F)F 6-oxo-N-(3',5',6-trifluoro-4'-(methyl(oxetan-3-yl)carbamoyl)-4-((3S,5R)-3,4,5-trimethylpiperazin-1-yl)-[1,1'-biphenyl]-3-yl)-4-(trifluoromethyl)-1,6-dihydropyridine-3-carboxamide